4-amino-1-methyl-N-(3-oxomorpholino)-N-((5-(trifluoromethyl)pyridin-2-yl)methyl)-1H-pyrazolo[4,3-c]quinoline-8-carboxamide NC1=NC=2C=CC(=CC2C2=C1C=NN2C)C(=O)N(CC2=NC=C(C=C2)C(F)(F)F)N2C(COCC2)=O